2-(3-Oxocyclohex-1-en-1-yl)quinoline-6-carboxylic acid methyl ester COC(=O)C=1C=C2C=CC(=NC2=CC1)C1=CC(CCC1)=O